5-(chloromethyl)-3-phenyl-1,2,4-oxadiazole ClCC1=NC(=NO1)C1=CC=CC=C1